N-(4-((2-aminophenyl)carbamoyl)benzyl)-4-((4-chlorobenzyl)oxy)quinoline-2-carboxamide NC1=C(C=CC=C1)NC(=O)C1=CC=C(CNC(=O)C2=NC3=CC=CC=C3C(=C2)OCC2=CC=C(C=C2)Cl)C=C1